ClC=1C(=C(C=CC1F)\C(=N\S(=O)C(C)(C)C)\C=1C=NC(=NC1)OCC(F)(F)F)F (E)-N-((3-chloro-2,4-difluorophenyl)(2-(2,2,2-trifluoroethoxy)pyrimidin-5-yl)-methylene)-2-methylpropane-2-sulfinamide